((((S)-1-methylpyrrolidin-2-yl)methoxy)quinazolin-4-yl)-2-cyanomethylpiperazine-1-carboxylic acid tert-butyl ester C(C)(C)(C)OC(=O)N1C(CNCC1)(CC#N)C1=NC(=NC2=CC=CC=C12)OC[C@H]1N(CCC1)C